C(=O)(O)C1(CCC(=O)O1)C(CCCCCCCCCC)C(=O)O 4,5-dicarboxy-4-pentadecanolide